COC=1C=C2[C@]3(C(NC2=CC1)=O)[C@@H](C3)C3=CC=C1C(=NNC1=C3)NC3=NC1=CC=CC=C1C=C3OC (1r,2s)-5'-methoxy-2-{3-[(3-methoxyquinolin-2-yl)amino]-1H-indazol-6-yl}spiro[cyclopropane-1,3'-indol]-2'(1'H)-one